2-(1-(piperidin-4-ylmethyl)-7',8'-dihydro-5'H-spiro[piperidine-4,6'-pyrazino[2,3-c]pyridazin]-3'-yl)phenol N1CCC(CC1)CN1CCC2(NC3=C(N=NC(=C3)C3=C(C=CC=C3)O)NC2)CC1